NC([C@H](C[C@H]1C(NC2(CCC2)C1)=O)NC(OC(C)(C)C)=O)=O tert-butyl N-[(1S)-2-amino-2-oxo-1-[[(7R)-6-oxo-5-azaspiro[3.4]octan-7-yl]methyl]ethyl]carbamate